7-(6-{[(2R,3S,5S)-2-fluoro-8-azabicyclo[3.2.1]octan-3-yl](methyl)amino}-1,2,4-triazin-3-yl)-6-hydroxy-2-methyl-4H-chromen-4-one F[C@@H]1C2CC[C@@H](C[C@@H]1N(C1=CN=C(N=N1)C1=C(C=C3C(C=C(OC3=C1)C)=O)O)C)N2